[N+](=O)([O-])C1=C(CNCCNC(OCC2=CC=CC=C2)=O)C=CC=C1 benzyl (2-((2-nitrobenzyl)amino)ethyl)carbamate